3-methylbenzophenone CC=1C=C(C(=O)C2=CC=CC=C2)C=CC1